tert-Butyl [1-({4-[(8'-methyl-1',5'-dioxo-1',5'-dihydro-2'H-spiro[cyclopentane-1,3'-imidazo[1,5-a]pyridin]-6'-yl)amino]thieno[2,3-d]pyrimidin-6-yl}carbonyl)azetidin-3-yl]carbamate CC1=C2N(C(C(=C1)NC=1C3=C(N=CN1)SC(=C3)C(=O)N3CC(C3)NC(OC(C)(C)C)=O)=O)C3(NC2=O)CCCC3